C(C1=CC=CC=C1)C=1NC(=NN1)C(=O)NC1=NC=NC(=C1)C1=C(C=CC(=C1)OCCCC(C)(C)O)C(F)(F)F 5-benzyl-N-(6-(5-((4-hydroxy-4-methylpentyl)oxy)-2-(trifluoromethyl)phenyl)pyrimidin-4-yl)-4H-1,2,4-triazole-3-carboxamide